5-(3-((4'-chloro-5,5-dimethyl-3,4,5,6-tetrahydro-[1,1'-biphenyl]-2-yl)methyl)-3,6-diazabicyclo[3.1.1]heptan-6-yl)-2-(2,6-dioxopiperidin-3-yl)isoindoline-1,3-dione ClC1=CC=C(C=C1)C1=C(CCC(C1)(C)C)CN1CC2N(C(C1)C2)C=2C=C1C(N(C(C1=CC2)=O)C2C(NC(CC2)=O)=O)=O